C1(CC1)N1C[C@@H](OCC1)CN1C(C=2N(C=3N(C(C2C1)=O)N=C(C3)CC)CC(=O)NC3=NC=C(C=C3)F)=O 2-(6-{[(2R)-4-cyclopropylmorpholin-2-yl]methyl}-2-ethyl-5,8-dioxo-5,6,7,8-tetrahydro-4H-pyrazolo[1,5-a]pyrrolo[3,4-d]pyrimidin-4-yl)-N-(5-fluoropyridin-2-yl)acetamide